2-(THIOPHEN-2-YLMETHOXY)ACETALDEHYDE S1C(=CC=C1)COCC=O